6-methyl-9-methacryloyloxy-10-methoxy-1,2,3,4-tetrahydroanthracene CC=1C=C2C(=C3CCCCC3=C(C2=CC1)OC(C(=C)C)=O)OC